FC(C=1C=CC2=C(NC(OC2=O)=O)C1)(F)F 7-(Trifluoromethyl)-1h-benzo[d][1,3]oxazine-2,4-dione